Cl.CN1N=C2C(=CC(=CC2=C1)C=1C=C2C(=NC1)N=C(S2)N(C2CCNCC2)C)C 6-(2,7-Dimethyl-2H-indazol-5-yl)-N-methyl-N-(piperidin-4-yl)[1,3]thiazolo[4,5-b]pyridin-2-amin-Hydrochlorid